CNCCOCCOCC(=O)O 2-(2-(2-methylaminoethoxy)ethoxy)acetic acid